C(C)(C)(C)OC(=O)NCC1CCN(CC1)C1=C(C(=O)OC)C=C(C=C1)F methyl 2-(4-(((tert-butoxycarbonyl) amino) methyl) piperidin-1-yl)-5-fluorobenzoate